1-(11-mercaptoundecyl)imidazole monoisoamyl-sulfate C(CC(C)C)OS(=O)(=O)O.SCCCCCCCCCCCN1C=NC=C1